methyl (1r,4r)-4-(3-chloroanilino)-6'-methoxy-2'-(3-methylphenyl)spiro[cyclohexane-1,1'-indene]-4-carboxylate ClC=1C=C(NC2(CCC3(C(=CC4=CC=C(C=C34)OC)C3=CC(=CC=C3)C)CC2)C(=O)OC)C=CC1